3-oxo-3,4-dihydro-2H-1,4-benzoxazine-6-sulfonyl chloride O=C1COC2=C(N1)C=C(C=C2)S(=O)(=O)Cl